C(C=CCC)O Pent-2-en-1-ol